OC(CC1=CC=C(C=C1)CC1=CC=C(C=C1)C(C(C)(C)O)=O)(C)C 2-hydroxy-1-{4-[4-(2-hydroxy-2-methylpropionyl)benzyl]phenyl}-2-methyl-propane